2,5-dichloropyridine-3-carbonitrile ClC1=NC=C(C=C1C#N)Cl